D-Ribose-1,2-13C2 O=[13CH][13C@H](O)[C@H](O)[C@H](O)CO